pentabutyryl-glucose C(CCC)(=O)[C@@]([C@]([C@@]([C@](C(=O)C(CCC)=O)(O)C(CCC)=O)(O)C(CCC)=O)(O)C(CCC)=O)(O)CO